C(C)(=O)O[C@H]1[C@](O[C@@H]([C@H]1OC(C)=O)COC(C)=O)(C#N)C1=CC=C2C(=NC=NN21)NC(CCC)=O (2R,3R,4R,5R)-5-(acetoxymethyl)-2-(4-butyramidopyrrolo[2,1-f][1,2,4]triazin-7-yl)-2-cyanotetrahydrofuran-3,4-diyl diacetate